1-phenoxy-2-(4-methoxyphenoxy)ethane O(C1=CC=CC=C1)CCOC1=CC=C(C=C1)OC